CC1=C(OC=2CCC3=CN(N=C3C21)CC2=NC(=CC=C2)C)C(=O)NC[C@@H]2OCCC2 |r| 8-Methyl-2-[(6-methylpyridin-2-yl)methyl]-N-[(2R/S)-tetrahydrofuran-2-ylmethyl]-4,5-dihydro-2H-furo[2,3-g]indazol-7-carboxamid